4',5'-dihydro-3'H-spiro[cyclobutane-1,2'-pyrido[2,3-f][1,4]oxazepine]-7'-ol, dihydrochloride Cl.Cl.O1C2(CNCC3=C1C=CC(=N3)O)CCC2